((3-(4-chlorophenyl)allyl)amino)-3-(4-(phenylamino)phenoxy)propan-2-ol ClC1=CC=C(C=C1)C=CCNCC(COC1=CC=C(C=C1)NC1=CC=CC=C1)O